(4-(3-aminopropylamino)phenyl)-8-(4-fluorophenyl)-6-methylpyrimido[5,4-e][1,2,4]triazin-5,7(6H,8H)-dione NCCCNC1=CC=C(C=C1)C=1N=NC2=C(N1)C(N(C(N2C2=CC=C(C=C2)F)=O)C)=O